1-[3-(triethoxysilyl)propyl]-1,2,4-triazole C(C)O[Si](CCCN1N=CN=C1)(OCC)OCC